CN1N=CC=2CCC(CC12)N (1-methyl-4,5,6,7-tetrahydro-1H-indazol-6-yl)-amine